N-[(3R)-3-(4-chlorophenyl)-3-hydroxypropyl]-3-{2-acetamidoimidazo[1,2-b]pyridazin-6-yl}-5-fluorobenzamide ClC1=CC=C(C=C1)[C@@H](CCNC(C1=CC(=CC(=C1)F)C=1C=CC=2N(N1)C=C(N2)NC(C)=O)=O)O